(S)-N-(1-(5-cyanopyridin-2-yl)ethyl)-2-(6-fluoro-5-methyl-2,4-dioxo-1,4-dihydroquinazolin-3(2H)-yl)acetamide C(#N)C=1C=CC(=NC1)[C@H](C)NC(CN1C(NC2=CC=C(C(=C2C1=O)C)F)=O)=O